benzyl (2S,4S)-4-(((1s,4R)-4-methylcyclohexyl)amino)-2-(morpholine-4-carbonyl)pyrrolidine-1-carboxylate CC1CCC(CC1)N[C@H]1C[C@H](N(C1)C(=O)OCC1=CC=CC=C1)C(=O)N1CCOCC1